C(C1=CC=CC=C1)OC(CCC=1OC2=C(N1)C=CC=1CCC(C12)CCNC(C)=O)C N-(2-{2-[3-(benzyloxy)butyl]-7,8-dihydro-6H-indeno[5,4-d][1,3]oxazol-8-yl}ethyl)acetamide